1-methyl-N-{5-[2,4,6-trifluoro-3-(propan-2-yloxy)phenyl]-1H-indazol-3-yl}piperidine-4-carboxamide hydrochloride Cl.CN1CCC(CC1)C(=O)NC1=NNC2=CC=C(C=C12)C1=C(C(=C(C=C1F)F)OC(C)C)F